3,4-bis(4-fluorophenyl)thiophene FC1=CC=C(C=C1)C1=CSC=C1C1=CC=C(C=C1)F